tert-butyl 5-[(tert-butyldimethylsilyl)oxy]-2-{2-fluoro-6-[4-hydroxy-4-(hydroxymethyl)piperidin-1-yl]pyridin-3-yl}-1H-indole-1-carboxylate [Si](C)(C)(C(C)(C)C)OC=1C=C2C=C(N(C2=CC1)C(=O)OC(C)(C)C)C=1C(=NC(=CC1)N1CCC(CC1)(CO)O)F